C([C@H](O)C)(=O)OCC R-ethyl lactate